3-methyl-9,10-bis[2-carboxy(3,6-methano-4-methyl-4-cyclohexenyl)]carbonyloxyanthracene CC=1C=CC2=C(C3=CC=CC=C3C(=C2C1)OC(=O)C1C(C2C(=CC1C2)C)C(=O)O)OC(=O)C2C(C1C(=CC2C1)C)C(=O)O